ClC=1C=C(C=CC1)NC(=O)C1=C(N(C(=C1C)C(C(=O)NC(CN1CCOCC1)(C)C)=O)C)C N-(3-chlorophenyl)-1,2,4-trimethyl-5-(2-((2-methyl-1-morpholinopropan-2-yl)amino)-2-oxoacetyl)-1H-pyrrole-3-carboxamide